4,5,5,5-tetrafluoro-4-(trifluoromethyl)pentan-1-ol FC(CCCO)(C(F)(F)F)C(F)(F)F